3-methyl-3-(4-bromophenyl)-butyric acid CC(CC(=O)O)(C)C1=CC=C(C=C1)Br